ClCC1=NN(C(=C1)F)C1OCCCC1 (chloromethyl)-5-fluoro-1-(tetrahydro-2H-pyran-2-yl)-1H-pyrazole